4-chloro-5-[4-(3-cyano-benzenesulfonyl)-piperazin-1-yl]-benzofuran-2-carboxylic acid ClC1=C(C=CC2=C1C=C(O2)C(=O)O)N2CCN(CC2)S(=O)(=O)C2=CC(=CC=C2)C#N